C(C)(=O)NC1=C(C=C(C=C1)C1=C(N(C=2N=CN=C(C21)N)C)C2=CC=C(C=C2)NC(C(=C)C)=O)OC N-(4-(5-(4-acetamido-3-methoxyphenyl)-4-amino-7-methyl-7H-pyrrolo[2,3-d]pyrimidin-6-yl)phenyl)methacrylamide